[4-(chloromethyl)phenyl]-3-methylpyridine ClCC1=CC=C(C=C1)C1=NC=CC=C1C